O1C(=CC=C1C(=O)OCC)C(=O)OCC Diethyl 2,5-furandicarboxylate